C(C1=CC=CC=C1)N1C[C@H]([C@@H](C1)C)COC=1C(=NN(C1)C1CCC1)C |r| 4-(((3S,4S)- and (3R,4R)-1-benzyl-4-methylpyrrolidin-3-yl)methoxy)-1-cyclobutyl-3-methyl-1H-pyrazole